N[C@H](C(=O)O)CCN1CCOCC1 (S)-2-amino-4-morpholinobutyric acid